N-[(1S)-1-(dicyclopropylmethyl)-2-[[1-[(3-methyl-6-oxo-1H-pyridazin-5-yl)methyl]pyrazol-4-yl]amino]-2-oxo-ethyl]-2-isopropyl-pyrazole-3-carboxamide C1(CC1)C([C@@H](C(=O)NC=1C=NN(C1)CC1=CC(=NNC1=O)C)NC(=O)C=1N(N=CC1)C(C)C)C1CC1